FC(OC=1C(=NC=CN1)C(O)C1=C(C=C(C(=C1)C1=NC=NC2=CC(=CC=C12)N1CCOCC1)F)F)F (3-Difluoromethoxy-pyrazin-2-yl)-[2,4-difluoro-5-(7-morpholin-4-yl-quinazolin-4-yl)-phenyl]methanol